(S)-1-(3-methoxypyrrolidin-3-yl)-N,N-dimethylmethanamine dihydrochloride Cl.Cl.CO[C@@]1(CNCC1)CN(C)C